(2S)-4-(2-Chloro-6-((6-chloro-1-(methoxycarbonyl)-1,2,3,4-tetrahydronaphthalen-1-yl)methyl)-5-nitro pyrimidin-4-yl)-2-(cyanomethyl)piperazine-1-carboxylate ClC1=NC(=C(C(=N1)N1C[C@@H](N(CC1)C(=O)[O-])CC#N)[N+](=O)[O-])CC1(CCCC2=CC(=CC=C12)Cl)C(=O)OC